C(C)(C)N1N=C(C=C1C1[C@H]2CC(C[C@@H]12)N1C[C@]2(CCS(C2)(=O)=O)CCC1)C1=NC(=CC=C1)C(F)(F)F (R)-7-((1R,3s,5S,6r)-6-(1-isopropyl-3-(6-(trifluoromethyl)pyridin-2-yl)-1H-pyrazol-5-yl)bicyclo[3.1.0]hexan-3-yl)-2-thia-7-azaspiro[4.5]decane 2,2-dioxide